[N+](=O)([O-])C1=C(C=CC=C1)[C@@H]1[C@H](OC2(O1)CCCC2)CO ((2R,3R)-3-(2-nitrophenyl)-1,4-dioxaspiro[4.4]non-2-yl)methanol